C(#C)C=1C=CC(=NC1)OCC1CCN(CC1)C 5-ethynyl-2-((1-methylpiperidin-4-yl)methoxy)pyridine